ClC1=C2C=NN(C2=CC=C1C(=O)N1COC2=C(C1)C=CC=C2C2=CC(=C(C(=O)O)C=C2)N2CCOCC2)C 4-[3-(4-Chloro-1-methylindazole-5-carbonyl)-2,4-dihydro-1,3-benzoxazin-8-yl]-2-morpholin-4-ylbenzoic acid